6-(4-(1H-pyrazol-1-yl)benzyl)-4-fluoro-2-((3S,4S)-4-hydroxytetrahydro-2H-pyran-3-yl)-5-methylisoindolin-1-one N1(N=CC=C1)C1=CC=C(CC2=C(C(=C3CN(C(C3=C2)=O)[C@H]2COCC[C@@H]2O)F)C)C=C1